C1(=CC=C(C=C1)NC1=C(C=CC=C1C1=CC=CC=C1)C1=CC=CC=C1)C1=C(C(=C(C(=C1[2H])[2H])[2H])[2H])[2H] N-([1,1'-biphenyl]-4-yl-2',3',4',5',6'-d5)-[1,1':3',1''-terphenyl]-2'-amine